Tert-butyl N-[2-chloro-5-[4-formyl-6-(trifluoromethyl)-3-pyridyl]-3-thienyl]carbamate ClC=1SC(=CC1NC(OC(C)(C)C)=O)C=1C=NC(=CC1C=O)C(F)(F)F